2-(5-{[(1S,2S,3R)-2-fluoro-9-azabicyclo[3.3.1]nonan-3-yl](methyl)amino}pyrazin-2-yl)-5-(1-methyl-1H-pyrazol-3-yl)phenol F[C@H]1[C@@H]2CCCC(C[C@H]1N(C=1N=CC(=NC1)C1=C(C=C(C=C1)C1=NN(C=C1)C)O)C)N2